C(C=C)(=O)N1CCN(CC1)C1=NC(=C(C=2CN(CCC12)C1=CC=CC2=CC=CC=C12)C#N)N1CCOCC1 1-(4-acryloylpiperazin-1-yl)-3-morpholino-6-(naphthalen-1-yl)-5,6,7,8-tetrahydro-2,6-naphthyridine-4-carbonitrile